C(C)(C)C1=NN2C(C=CC=C2)=C1C(C(C)C)=O 1-(2-isopropyl-pyrazolo[1,5-a]pyridin-3-yl)-2-methyl-propan-1-one